ClC1=CC=C(C=C1)C(CC#N)CC#N 3-(4-chlorophenyl)-glutaronitrile